OC1=C(C=CC=C1)C1=CC2=C(N=N1)SC(=C2)C2CCN(CC2)C(=O)OC(C)(C)C tert-butyl 4-(3-(2-hydroxyphenyl)thieno[2,3-c]pyridazin-6-yl)piperidine-1-carboxylate